CCCCC1=C(N=C(NC1=O)N(C)C)C The molecule is a member of the class of aminopyrimidines that is 2-dimethylaminopyrimidine carrying methyl, butyl and hydroxy substituents at posiitons 4, 5 and 6 respectively. A fungicide first marketed in 1970, and used particularly in glasshouses to control powdery mildew, it is no longer approved for use within the European Union. It has a role as an antifungal agrochemical. It is an aminopyrimidine, a tertiary amino compound, a hydroxypyrimidine and a pyrimidine fungicide.